(3R)-6-acetyl-2-[(4-chloro-2-methylsulfonylphenyl)methyl]-3-(4-chlorophenyl)-4-fluoro-3-[(3R)-oxoindol-3-yloxy]-2,3-dihydro-1H-isoindol-1-one C(C)(=O)C1=CC(=C2[C@](N(C(C2=C1)=O)CC1=C(C=C(C=C1)Cl)S(=O)(=O)C)(OC=1C(N=C2C=CC=CC12)=O)C1=CC=C(C=C1)Cl)F